1-ethoxycarbonyl-3-thioxanthone C(C)OC(=O)C1=CC(C=C2SC3=CC=CC=C3C=C12)=O